3-(3-ethyl-4-oxo-spiro[6,8-dihydro-5H-pyrazolo[4,3-c]azepine-7,4'-tetrahydropyran]-1-yl)propyl 1H-imidazole-4-carboxylate N1C=NC(=C1)C(=O)OCCCN1N=C(C=2C(NCC3(CCOCC3)CC21)=O)CC